methyl 7-(2-oxatricyclo[3.3.1.13,7]decane-1-carbonyl)-6,8-dihydro-5H-1,7-naphthyridine-3-carboxylate C12(OC3CC(CC(C1)C3)C2)C(=O)N2CCC=3C=C(C=NC3C2)C(=O)OC